4-((2R,8R)-8-ethoxy-3-((5-methoxy-7-methyl-1H-indol-4-yl)methyl)-3-azabicyclo[3.2.1]octan-2-yl)benzoic acid C(C)O[C@H]1C2[C@@H](N(CC1CC2)CC2=C1C=CNC1=C(C=C2OC)C)C2=CC=C(C(=O)O)C=C2